methyl 2-(2-fluoroethyl)-3-oxo-1,2,3,4-tetrahydroquinoxaline-6-carboxylate FCCC1NC2=CC=C(C=C2NC1=O)C(=O)OC